C(C)OC(=O)N1CCN(CC1)C1=CC(=C(C=C1)NC1=NC=C(C(=N1)NC1=C(C=CC=C1)C(=O)OC)Cl)OC 4-(4-((5-chloro-4-((2-(methoxycarbonyl)phenyl)amino)pyrimidin-2-yl)amino)-3-methoxyphenyl)piperazine-1-carboxylic acid ethyl ester